(S)-2-amino-2-((1r,4S)-4-methylcyclohexyl)-N-(5-(((S)-2-oxo-4-(trifluoromethyl)imidazolidin-1-yl)methyl)pyridin-3-yl)acetamide N[C@H](C(=O)NC=1C=NC=C(C1)CN1C(N[C@@H](C1)C(F)(F)F)=O)C1CCC(CC1)C